phenyl (4-chloro-2-fluoro-3-methyl phenyl)carbamate ClC1=C(C(=C(C=C1)NC(OC1=CC=CC=C1)=O)F)C